FC(C(=O)O)(F)F.CC1(C2C(N(C(C12)=O)CC1=CC2=NC=CC(=C2S1)C1=CC(=NC=C1O[C@@H]1CNCCC1)C)=O)C 6,6-dimethyl-3-((7-(2-methyl-5-(((S)-piperidin-3-yl)oxy)pyridin-4-yl)thieno[3,2-b]pyridin-2-yl)methyl)-3-azabicyclo[3.1.0]hexane-2,4-dione 2,2,2-trifluoroacetate